COC1=CC=C(C=C1)O (4-methoxy)phenol